C12CN(CC2C1)C=1C=CC(=NC1C#N)C(=O)OC methyl 5-{3-azabicyclo[3.1.0]hexan-3-yl}-6-cyanopyridine-2-carboxylate